C(C)(=O)C=1NC2=CC=C(C=C2C1C=1N=NN(C1)CC1CCN(CC1)CCNS(=O)(=O)C1=CC=C(C=C1)C1=C(C=CC=C1C)C#N)F N-(2-(4-((4-(2-acetyl-5-fluoro-1H-indol-3-yl)-1H-1,2,3-triazol-1-yl)methyl)piperidin-1-yl)ethyl)-2'-cyano-6'-methyl-[1,1'-biphenyl]-4-sulfonamide